OCCN1N=CC=C1C(=O)NC1=NNC=C1 3-({[1-(2-hydroxyethyl)-1H-pyrazol-5-yl]carbonyl}amino)-1H-pyrazol